C(C1=CC=CC=C1)OC(=O)N1CC(C1)OC(CCNC(=O)OC(C)(C)C)=O 3-((3-((tert-butoxycarbonyl)amino)propionyl)oxy)azetidine-1-carboxylic acid benzyl ester